C(C)(=O)NC1=CC=C(C=N1)C1=CC=C(C(=O)N(C)C)C=C1 4-(6-acetamidopyridin-3-yl)-N,N-dimethylbenzamide